N1=C2C(=NC=C1)NC(=C2)[2H] 5H-pyrrolo[2,3-b]pyrazine-6-d